6-(4-fluorophenyl)-2-phenethylisoquinolin-1(2H)-one FC1=CC=C(C=C1)C=1C=C2C=CN(C(C2=CC1)=O)CCC1=CC=CC=C1